BrC=1C=CC=2N(C1)C=C(N2)C2N(CCC2)CCOC {6-bromoimidazo[1,2-a]pyridin-2-yl}-1-(2-methoxyethyl)pyrrolidine